C(C1=CC=CC=C1)OC(=O)N[C@@]12CN(CC=C[C@H]2C1)C(=O)[O-] (1S,7R)-1-(((benzyloxy)carbonyl)amino)-3-azabicyclo[5.1.0]oct-5-ene-3-carboxylate